FC=1C=C(C=C(C1)F)C1(NC=C(C(=N1)NC1=CC=C2CCNCC2=C1)C=1C=NN(C1)C)N 2-(3,5-difluorophenyl)-5-(1-methyl-1H-pyrazol-4-yl)-N4-(1,2,3,4-tetrahydroisoquinolin-7-yl)pyrimidine-2,4-diamine